FC=1C=CC(=C(C1)C(C)=O)NC 1-(5-Fluoro-2-(methylamino)phenyl)ethanone